1-Aminocyclopentane-1-carboxylic acid NC1(CCCC1)C(=O)O